C(C)(C)(C)OC(N(C(C)C)CCOC1=NC=C(C=C1NS(=O)(=O)C(C)C)Br)=O (2-((5-bromo-3-((1-methylethyl)sulfonylamino)pyridin-2-yl)oxy)ethyl)(isopropyl)carbamic acid tert-butyl ester